N-(2-(2-naphthamido)ethyl)-1H-indol-2-carboxamide C1=C(C=CC2=CC=CC=C12)C(=O)NCCNC(=O)C=1NC2=CC=CC=C2C1